4,5-dichloro-6-((1-methylpiperidin-3-yl)oxy)pyrimidin-2-ylmorpholine ClC1=NC(=NC(=C1Cl)OC1CN(CCC1)C)N1CCOCC1